tert-butyl cis-3-(3-(4-amino-5-(trifluoromethyl)pyrrolo[2,1-f][1,2,4]triazin-7-yl)-5-oxo-7,8-dihydro-1,6-naphthyridin-6(5H)-yl)-4-fluoropyrrolidine-1-carboxylate NC1=NC=NN2C1=C(C=C2C=2C=NC=1CCN(C(C1C2)=O)[C@@H]2CN(C[C@@H]2F)C(=O)OC(C)(C)C)C(F)(F)F